N~2~-[(2S,3S)-2-[(3'-fluoro[1,1'-biphenyl]-3-yl)methyl]-1-(2-methoxy-2-methylpropanoyl)pyrrolidin-3-yl]-N~1~,N~1~-dimethylethanediamide FC=1C=C(C=CC1)C1=CC(=CC=C1)C[C@@H]1N(CC[C@@H]1NC(C(=O)N(C)C)=O)C(C(C)(C)OC)=O